N1CC(C1)N1CCCC2=CC(=CC(=C12)C1=C2C(=NC=C1)C=C(S2)CN2N=CC=C2O)Cl 2-[[7-[1-(azetidin-3-yl)-6-chloro-3,4-dihydro-2H-quinolin-8-yl]thieno[3,2-b]pyridin-2-yl]methyl]pyrazol-3-ol